L-glutamic acid dihydrochloride Cl.Cl.N[C@@H](CCC(=O)O)C(=O)O